1-(3-chloro-5-methoxypyridin-2-yl)methylamine ClC=1C(=NC=C(C1)OC)CN